(e)-2-octen-1-ol C(\C=C\CCCCC)O